FC1=C(C=CC(=C1)F)C=CC(=O)N[C@@H]([C@@H](CO)O)C1=CC2=CC=CC=C2C=C1 (1R,2S)-3-(2,4-difluoro-phenyl)-N-(2,3-dihydroxy-1-naphthalen-2-yl-propyl)-acrylamide